(1R,2R)-2-fluoro-N-(6-(3-((6-((R)-1-hydroxypropyl)-4-methylpyridin-3-yl)amino)pyrazin-2-yl)pyrimidin-4-yl)cyclopropane-1-carboxamide F[C@H]1[C@H](C1)C(=O)NC1=NC=NC(=C1)C1=NC=CN=C1NC=1C=NC(=CC1C)[C@@H](CC)O